(3R)-1-(7-(6-Chloro-5-((Z)-prop-1-en-1-yl)-1H-indazol-4-yl)-8-fluoro-2-(((2R,7aS)-2-fluorotetrahydro-1H-pyrrolizin-7a(5H)-yl)methoxy)quinazolin-4-yl)-3-(fluoromethyl)piperidin-3-ol ClC1=C(C(=C2C=NNC2=C1)C1=CC=C2C(=NC(=NC2=C1F)OC[C@]12CCCN2C[C@@H](C1)F)N1C[C@@](CCC1)(O)CF)\C=C/C